3-[5-[1-(2-fluoro-6-methyl-phenyl)-piperidin-4-yl]-6-oxo-7-(2-trifluoromethyl-benzyl)-4,5,6,7-tetrahydro-pyrazolo[3,4-d]pyrimidin-2-yl]-azetidine-1-carboxylic acid methyl ester COC(=O)N1CC(C1)N1N=C2N(C(N(CC2=C1)C1CCN(CC1)C1=C(C=CC=C1C)F)=O)CC1=C(C=CC=C1)C(F)(F)F